1-aminopropyl-3-methylimidazole hydrochloride Cl.NC(CC)C1=NC=CN1C